8-[3-[tert-Butyl(dimethyl)silyl]oxypropyl]-1,4-dioxaspiro[4.5]decane-8-carboxylic acid [Si](C)(C)(C(C)(C)C)OCCCC1(CCC2(OCCO2)CC1)C(=O)O